FC1(CN(CC1)C(=O)C1=CC2=C(C(N(CCO2)C[C@@H](CN2CC3=CC=CC=C3CC2)O)=O)C=C1)F 8-(3,3-difluoropyrrolidine-1-carbonyl)-4-[(2R)-3-(3,4-dihydro-1H-isoquinolin-2-yl)-2-hydroxy-propyl]-2,3-dihydro-1,4-benzoxazepin-5-one